5-methylsulfonyl-furan-2-carboxamide CS(=O)(=O)C1=CC=C(O1)C(=O)N